4-((6-methoxy-3-(methylsulfonyl)pyridin-2-yl)amino)-N-(methyl-d3)-6-propanamidopyridazine-3-carboxamide COC1=CC=C(C(=N1)NC1=C(N=NC(=C1)NC(CC)=O)C(=O)NC([2H])([2H])[2H])S(=O)(=O)C